(1R,5S)-1-(5-fluoro-2-methoxyphenyl)-2-azabicyclo-[3.1.0]Hexane FC=1C=CC(=C(C1)[C@@]12NCC[C@H]2C1)OC